NC1=C(C=C(C=C1)N1N=C(C=C1NC(=O)NC1=C(C=C(C=C1)OC1=NC=NC(=C1C#N)N)C)C(C)(C)C)OC 1-(1-(4-amino-3-methoxyphenyl)-3-(tert-butyl)-1H-pyrazol-5-yl)-3-(4-((6-amino-5-cyanopyrimidin-4-yl)oxy)-2-methylphenyl)urea